3-(pyridin-3-ylmethyl)-1-{4-[4-(pyrimidin-2-yl)piperazine-1-sulfonyl]phenyl}urea N1=CC(=CC=C1)CNC(NC1=CC=C(C=C1)S(=O)(=O)N1CCN(CC1)C1=NC=CC=N1)=O